7-phenethyl-1,2,3,4-tetrahydroisoquinoline C(CC1=CC=CC=C1)C1=CC=C2CCNCC2=C1